9,9-bis(4-(methylthio)phenyl)-9H-fluorene-2,7-diol CSC1=CC=C(C=C1)C1(C2=CC(=CC=C2C=2C=CC(=CC12)O)O)C1=CC=C(C=C1)SC